(S)-3-(4-(7-chloro-3-methyl-2-oxo-2,3-dihydro-1H-benzo[d]imidazol-1-yl)phenyl)-2-(2,4,6-trichlorobenzoylamino)propionic acid ClC1=CC=CC2=C1N(C(N2C)=O)C2=CC=C(C=C2)C[C@@H](C(=O)O)NC(C2=C(C=C(C=C2Cl)Cl)Cl)=O